COC1=CC=C(C=C1)C1N=C(CC1)NNC(=O)OC methyl 2-(2-(4-methoxyphenyl)-3,4-dihydro-2H-pyrrol-5-yl)hydrazine-1-carboxylate